BrC=1C=NN2C1N=CC(=C2)C2=CC=C(C=C2)CC(=O)O (4-(3-bromopyrazolo[1,5-a]pyrimidine-6-yl)phenyl)acetic acid